10-naphthyl-phenoxazine C1(=CC=CC2=CC=CC=C12)N1C2=CC=CC=C2OC=2C=CC=CC12